S1C2=C(C=C1C(=O)NC(=O)C1(COCCC1)CN1CC(CCC1)O)CCCCCC2 N-{4h,5h,6h,7h,8h,9h-cycloocta[b]thiophene-2-carbonyl}-3-[(3-hydroxypiperidin-1-yl)methyl]oxane-3-carboxamide